(S)-N-(2,3-dihydro-1H-inden-1-yl)-5-methoxy-2-(piperidin-4-yl)benzo[d]thiazole-6-carboxamide [C@@H]1(CCC2=CC=CC=C12)NC(=O)C1=CC2=C(N=C(S2)C2CCNCC2)C=C1OC